pentyltriazole C(CCCC)C=1N=NNC1